C(#N)C=1C=NN2C1C(=CC(=C2)C=2C=NN(C2)C2CCN(CC2)C(=O)C2CN(C2)C(=O)OC(C)(C)C)C(=C)C tert-butyl 3-(4-(4-(3-cyano-4-(prop-1-en-2-yl)pyrazolo[1,5-a]pyridin-6-yl)-1H-pyrazol-1-yl)piperidine-1-carbonyl)azetidine-1-carboxylate